ClC1=NC=C(C(=N1)NC1=C(C=CC(=C1)C#N)OC(C)C)C#N 2-chloro-4-((5-cyano-2-isopropoxyphenyl)amino)pyrimidine-5-carbonitrile